(Cyclopropyl(phenyl)methyl)amino-5-fluoro-N-hydroxynicotinamide C1(CC1)C(C1=CC=CC=C1)NC1=C(C(=O)NO)C=C(C=N1)F